3-[(1R)-1-aminoethyl]-5-(trifluoromethyl)aniline N[C@H](C)C=1C=C(N)C=C(C1)C(F)(F)F